tri(methoxymethyl)melamine COCNC1=NC(=NC(=N1)NCOC)NCOC